(R)-2-bromo-N-(6-(cyclopropylmethoxy)pyridazin-3-yl)propanamide cobalt molybdenum [Mo].[Co].Br[C@@H](C(=O)NC=1N=NC(=CC1)OCC1CC1)C